1-(p-hydroxyphenyl)-1-ethanol OC1=CC=C(C=C1)C(C)O